COC(C(C)(OC=CCCCCCCCCCCC)C)=O (±)-2-methyl-2-(tridec-1-en-1-yloxy)propionic acid methyl ester